FC1(CCC(CC1)NC1=NC(=CC=2CCCCC12)N1N=C(C=C1)C)F N-(4,4-difluorocyclohexyl)-3-(3-methyl-1H-pyrazol-1-yl)-5,6,7,8-tetrahydroisoquinolin-1-amine